F[C@H]1CN(CC[C@@H]1NC1=C2C=C(N(C2=CC=C1)CC(F)(F)F)C(=O)OC)C methyl 4-(((3S,4S)-3-fluoro-1-methylpiperidin-4-yl)amino)-1-(2,2,2-trifluoroethyl)-1H-indole-2-carboxylate